O=C1NC(CCC1N1C(C2=CC=C(C=C2C1)CCCN1CCN(CC1)C1CCN(CC1)C=1C(=CC2=C(C(C=3NC4=CC(=CC=C4C3C2=O)C#N)(C)C)C1)CC)=O)=O 8-(4-(4-(3-(2-(2,6-dioxopiperidin-3-yl)-1-oxoisoindolin-5-yl)propyl)piperazin-1-yl)piperidin-1-yl)-9-ethyl-6,6-dimethyl-11-oxo-6,11-dihydro-5H-benzo[b]carbazole-3-carbonitrile